FC1=C(C(=O)NC=2SC3=C(N2)C(=CC=C3)OC)C(=CC(=C1)N1CC(CC1)O)F 2,6-difluoro-4-(3-hydroxypyrrolidin-1-yl)-N-(4-methoxybenzo[d]thiazol-2-yl)benzamide